C(CCCCCCCC=CC=CC=CCCCC)(=O)[O-].C(CCCCCCCCCCCCCCCCC)(=O)[O-].[Fe+2] iron stearate eleostearate